3-(2-(((3,4-dichlorophenyl)sulfinyl)methyl)imidazo[1,2-a]pyridin-6-yl)-5-(trifluoromethyl)-1,2,4-oxadiazole ClC=1C=C(C=CC1Cl)S(=O)CC=1N=C2N(C=C(C=C2)C2=NOC(=N2)C(F)(F)F)C1